N-[4-(hydroxymethyl)phenyl]-5-ureido-pentanamide OCC1=CC=C(C=C1)NC(CCCCNC(=O)N)=O